6-bromo-N3-(2-((tert-butyldimethylsilyl)oxy)ethyl)pyridine-2,3-diamine BrC1=CC=C(C(=N1)N)NCCO[Si](C)(C)C(C)(C)C